tert-butyl N-[(1S)-1-{[4-(hydroxymethyl)phenyl]carbamoyl}-2-[(triphenylmethyl)carbamoyl]ethyl]carbamate OCC1=CC=C(C=C1)NC(=O)[C@H](CC(NC(C1=CC=CC=C1)(C1=CC=CC=C1)C1=CC=CC=C1)=O)NC(OC(C)(C)C)=O